2,3-Dihydro-1H-pyrrolo[3,4-c]pyridine dihydrochloride Cl.Cl.C1NCC=2C=NC=CC21